CC1=CC=CC=C1 2-methylbenzene